COC1=C(C(=CC(=C1)C1=CN(C(C2=CN=CC=C12)=O)C)OC)CN1CC(C1)C(=O)NC 1-[[2,6-dimethoxy-4-(2-methyl-1-oxo-1,2-dihydro-2,7-naphthyridin-4-yl)phenyl]methyl]-N-methylazetidine-3-carboxamide